4,6-dichloro-1H,3H-thieno[3,4-c]furan-1,3-dione ClC=1SC(=C2C(OC(C21)=O)=O)Cl